C1(=CC=CC=2C3=CC=CC=C3CC12)C(=O)O 1-fluorenecarboxylic acid